FC1([C@H](CN(CC1)[C@H](C(NC1=NC=C(C=C1)OC1=NC=CC=C1)=O)C)C1=CC=[N+](C=C1)[O-])F 4-((S)-4,4-difluoro-1-((S)-1-oxo-1-((5-(pyridin-2-yloxy)pyridin-2-yl)amino)propan-2-yl)piperidin-3-yl)pyridine 1-oxide